N1(CCCC2=CC=CC=C12)S(=O)(=O)C1=CC=C(C(=O)NC=2SC3=C(N2)C=CC(=C3)OC(F)(F)F)C=C1 4-((3,4-dihydroquinolin-1(2H)-yl)sulfonyl)-N-(6-(trifluoromethoxy)benzo[d]thiazol-2-yl)benzamide